silver-sulphide [S-2].[Ag+].[Ag+]